[Ni].C(CCC)N(C(S)=S)CCCC N,N-dibutyl-dithiocarbamic acid Nickel